triethylisopropenoxysilane C(C)[Si](OC(=C)C)(CC)CC